OC1=C(C(=CC(=C1)C)C)C=1C(=CC=C(C1)C)C#N (S)-2'-hydroxy-4',5,6'-trimethyl-[1,1'-biphenyl]-2-carbonitrile